2-(5-fluorobenzofuran-6-yl)propionic acid FC=1C(=CC2=C(C=CO2)C1)C(C(=O)O)C